5-bromo-N3-methyl-pyrazine-2,3-diamine BrC=1N=C(C(=NC1)N)NC